C=CC(CC\C=C\C)O (E)-octa-1,6-dien-3-ol